FC1=C(C(=CC=C1)OC)C(=NO)C1N(CCNC1)C1=CC=NC=C1C(=O)O 4-((2-fluoro-6-methoxyphenyl(hydroxyimino)methyl)piperazin-1-yl)nicotinic acid